N[C@@H]([C@@H](C(=O)N1[C@@H](CCC1)C(=O)OC)O)CC1=CC=CC=C1 Methyl ((2S,3R)-3-amino-2-hydroxy-4-phenylbutanoyl)-L-prolinate